NC1=NC(=NN2C1=NC=C2CC=2C=C(C(=NC2)N2CCN(CC2)C(CN(C)C)=O)C)OC(CC)CCC 1-(4-(5-((4-amino-2-(hexane-3-yloxy)imidazo[2,1-f][1,2,4]triazin-7-yl)methyl)-3-methylpyridin-2-yl)piperazin-1-yl)-2-(dimethylamino)ethan-1-one